2-{[(1S)-1-{4-[(4-Acryloylpiperazin-1-yl)methyl]phenyl}ethyl]amino}-8-[(2S)-1-hydroxypropan-2-yl]pyrido[2,3-d]pyrimidin-7(8H)-on C(C=C)(=O)N1CCN(CC1)CC1=CC=C(C=C1)[C@H](C)NC=1N=CC2=C(N1)N(C(C=C2)=O)[C@H](CO)C